CC1=CC(=NO1)CS(=O)(=O)NCCCN(CCCCCCCC(=O)OC(CCCCCCCC)CCCCCCCC)CCCCCCCC(OC(CC)CCCCCCCC)=O heptadecan-9-yl 8-((3-(((5-methylisoxazol-3-yl)methyl)sulfonamido)propyl)(8-oxo-8-(undecan-3-yloxy)octyl)amino)octanoate